FC1=CC=C(C=C1)C(N1[C@@H](CN([C@H](C1)C)C1=CC(N(C2=CC=C(N=C12)C#N)C)=O)CNS(=O)(=O)C)C1=CC=C(C=C1)F N-(((2S,5S)-1-(bis(4-fluorophenyl)methyl)-4-(6-cyano-1-methyl-2-oxo-1,2-dihydro-1,5-naphthyridin-4-yl)-5-methylpiperazin-2-yl)methyl)methanesulfonamide